BrC1=CC=C(C=C1)S(=O)(=O)N1C=C(C=C1C1=C(C=CC=C1)F)C=O 1-((4-bromophenyl)sulfonyl)-5-(2-fluorophenyl)-1H-pyrrole-3-carbaldehyde